methyl 2-(2-amino-2-oxoethoxy)-4-octylbenzoate NC(COC1=C(C(=O)OC)C=CC(=C1)CCCCCCCC)=O